3-methoxy-7-((1-methyl-1H-pyrazol-5-yl)amino)-N-(4-((4-methylpiperazin-1-yl)methyl)-3-(trifluoromethyl)phenyl)-2-naphthamide COC=1C(=CC2=CC(=CC=C2C1)NC1=CC=NN1C)C(=O)NC1=CC(=C(C=C1)CN1CCN(CC1)C)C(F)(F)F